2-(2,6-Dioxopiperidin-3-yl)-5-((2-(1-(6-(6-((R)-2-(3-fluorophenyl)pyrrolidin-1-yl)imidazo[1,2-b]pyridazin-3-yl)pyridin-2-yl)azetidin-3-yl)ethyl)amino)isoindoline-1,3-dione O=C1NC(CCC1N1C(C2=CC=C(C=C2C1=O)NCCC1CN(C1)C1=NC(=CC=C1)C1=CN=C2N1N=C(C=C2)N2[C@H](CCC2)C2=CC(=CC=C2)F)=O)=O